C(#N)C=1C=NN2C1C(=CC(=C2)OCC(C)(C)O)C=2C=CC(=NC2)N2CCN(CC2)C([C@@H](CC(C)C)NC(OC(C)(C)C)=O)=O tert-butyl (R)-(1-(4-(5-(3-cyano-6-(2-hydroxy-2-methylpropoxy)pyrazolo[1,5-a]pyridin-4-yl)pyridin-2-yl)piperazin-1-yl)-4-methyl-1-oxopentan-2-yl)carbamate